2-[4-(difluoromethyl)phenyl]-N-{3-sulfamoyl-4-[4-(trifluoromethyl)-2H-1,2,3-triazol-2-yl]phenyl}acetamide butyl-hexadecyl-phosphite C(CCC)P(O)(O)(O)CCCCCCCCCCCCCCCC.FC(C1=CC=C(C=C1)CC(=O)NC1=CC(=C(C=C1)N1N=CC(=N1)C(F)(F)F)S(N)(=O)=O)F